rac-(1S*,2S*)-N-(6-(((6-cyclopropylimidazo[1,2-a]pyridin-2-yl)methyl)amino)pyrimidin-4-yl)-2-(2,5-dichlorophenyl)cyclopropane-1-carboxamide, formic acid salt C(=O)O.C1(CC1)C=1C=CC=2N(C1)C=C(N2)CNC2=CC(=NC=N2)NC(=O)[C@@H]2[C@H](C2)C2=C(C=CC(=C2)Cl)Cl |r|